tetrahydropyran-4-ylpyridine-2,3-diamine O1CCC(CC1)C1=C(C(=NC=C1)N)N